2-hydroxyacetophenone (ethyl acetate) C(C)CC(=O)O.OCC(=O)C1=CC=CC=C1